(1R,2S)-5'-methoxy-2-(3-{[6-(propan-2-yl)pyrazin-2-yl]amino}-1H-indazol-6-yl)spiro[cyclopropane-1,3'-indol]-2'(1'H)-one COC=1C=C2[C@]3(C(NC2=CC1)=O)[C@@H](C3)C3=CC=C1C(=NNC1=C3)NC3=NC(=CN=C3)C(C)C